O=C1NC(CCC1N1C(C2=CC=CC(=C2C1)SCCCCCCN1CCN(CC1)C1=CC=C(C(=O)N2CCC(CC2)CCCCNC(\C=C\C=2C=NC=CC2)=O)C=C1)=O)=O (E)-N-(4-(1-(4-(4-(6-((2-(2,6-dioxopiperidin-3-yl)-1-oxoisoindolin-4-yl)thio)hexyl)piperazin-1-yl)benzoyl)piperidin-4-yl)butyl)-3-(pyridin-3-yl)acrylamide